(2R)-2-hydroxy-3-methyl-N-[(3R,4R)-4-methyl-1-[8-(trifluoromethyl)quinolin-5-yl]pyrrolidin-3-yl]butyramide O[C@@H](C(=O)N[C@H]1CN(C[C@H]1C)C1=C2C=CC=NC2=C(C=C1)C(F)(F)F)C(C)C